CC1C(N(C2CC1C2)C(=O)C2=NC(=CC=C2N2N=CC=N2)C)CNC=2SC1=NC=CC=C1N2 N-({4-methyl-2-[6-methyl-3-(2H-1,2,3-triazol-2-yl)pyridine-2-carbonyl]-2-azabicyclo[3.1.1]hept-3-yl}methyl)-[1,3]thiazolo[5,4-b]pyridin-2-amine